O1C(=NC2=C1C=CC=C2)C2(CCN(CC2)C2=C(C(N(C1=CC(=CC=C21)Br)C)=O)C#N)C 4-[4-(1,3-benzoxazol-2-yl)-4-methylpiperidin-1-yl]-7-bromo-1-methyl-2-oxo-1,2-dihydroquinoline-3-carbonitrile